(6S)-6-{2-Chloro-3-[(5-cyclopropylpyrazin-2-yl)amino]-phenyl}-3-[(4S*)-2,2-dimethyl-tetrahydropyran-4-yl]-2-imino-6-methylhexahydropyrimidin-4-one ClC1=C(C=CC=C1NC1=NC=C(N=C1)C1CC1)[C@@]1(CC(N(C(N1)=N)[C@@H]1CC(OCC1)(C)C)=O)C |o1:24|